Azabicyclo[3.3.0]octane N12CCCC2CCC1